BrC1=CC(=C(C=C1)C=1N(C=C(N1)C(F)(F)F)C1CC1)OC 2-(4-bromo-2-methoxyphenyl)-1-cyclopropyl-4-(trifluoromethyl)imidazole